3-phenylacrylate C1(=CC=CC=C1)C=CC(=O)[O-]